ClC1=CC(N(C2=CC=C(C=C12)F)C)=O 4-chloro-6-fluoro-1-methylquinolin-2(1H)-one